7'-(6-(3-(3-azabicyclo[3.1.0]hexan-3-yl)propoxy)pyridin-3-yl)-6'-fluoro-2'-methyl-9'H-8'-oxa-2',4',10a'-triazaspiro[cyclobutane-1,10'-naphtho[2,1,8-cde]azulen] C12CN(CC2C1)CCCOC1=CC=C(C=N1)C1=C(C=C2N=CC=3N(CN4C5(COC1=C2C34)CCC5)C)F